C(C1=CC=CC=C1)OCC=1N=CC=2N(C1)C(N(C2C(=O)OCC)C2=CC=C(C=C2)OC2CC2)=O Ethyl 6-[(benzyloxy)methyl]-2-(4-cyclopropoxyphenyl)-3-oxoimidazo[1,5-a]pyrazine-1-carboxylate